ClC=1C=C(OCCOC2=CC=C3C(=C(C(C3=C2)=O)C=2C=NC=CC2)C2=COC=C2)C=CC1Cl 6-(2-(3,4-dichlorophenoxy)ethoxy)-3-(furan-3-yl)-2-(pyridin-3-yl)-1H-indene-1-One